ClC=1N=C(C2=C(N1)C(=C(S2)C#N)C(C)(C)S(=O)(=O)C)N2[C@@H](COCC2)C (R)-2-chloro-4-(3-methylmorpholino)-7-(2-(methylsulfonyl)propan-2-yl)thieno[3,2-d]Pyrimidine-6-carbonitrile